ethyl 6-chloro-3-[1-[6-methyl-2-(2-methylimidazo[1,2-a]pyridin-6-yl)-4-oxo-chromen-8-yl]ethylamino]pyridine-2-carboxylate ClC1=CC=C(C(=N1)C(=O)OCC)NC(C)C=1C=C(C=C2C(C=C(OC12)C=1C=CC=2N(C1)C=C(N2)C)=O)C